C(C)N(C(=O)C1=C(OC=2C(=NC=NC2)N2C[C@H]([C@@H](C2)F)CNC([O-])=O)C=CC(=C1)F)C(C)C (((3R,4S)-1-(5-(2-(ethyl(isopropyl)carbamoyl)-4-fluorophenoxy)pyrimidine-4-yl)-4-fluoropyrrolidin-3-yl)methyl)carbamate